BrC=1C=CC(=C(C1)C(C(=O)N[C@@H](CC(=O)OCC)C=1C=C(C=C(C1F)C1CC1)C1=C(C=CC=C1C)O)N1C(C=C(C=C1)C(F)(F)F)=O)F ethyl (3S)-3-[2-(5-bromo-2-fluorophenyl)-2-[2-oxo-4-(trifluoromethyl) pyridin-1-yl]acetamido]-3-{5-cyclopropyl-4-fluoro-2'-hydroxy-6'-methyl-[1,1'-biphenyl]-3-yl}propanoate